(E)-1-(4-(2-nitrovinyl)-1H-pyrazol-1-yl)cyclopropane-1-carboxylic acid methyl ester COC(=O)C1(CC1)N1N=CC(=C1)\C=C\[N+](=O)[O-]